2-diethoxyphosphoryl-acetate C(C)OP(=O)(OCC)CC(=O)[O-]